CC1=NC=C(C=C1NC(=O)C=1C=C2C(=NC1)NC(=C2)C=2C=NN(C2)CC2COC2)NC(CN2[C@H](CCC2)C)=O N-[2-methyl-5-[[2-[(2S)-2-methylpyrrolidin-1-yl]acetyl]amino]-3-pyridyl]-2-[1-(oxetan-3-ylmethyl)pyrazol-4-yl]-1H-pyrrolo[2,3-b]pyridine-5-carboxamide